C[C@@H]1N(CCCN(C1)C=1N=CC2=C(N1)C(=NC=N2)NC2=CC(=C(C=C2)OC2=CC1=C(N(N=N1)C)C=C2)C)C(C=C)=O (S)-1-(2-methyl-4-(8-((3-methyl-4-((1-methyl-1H-benzo[d][1,2,3]triazol-5-yl)oxy)phenyl)amino)pyrimido[5,4-d]pyrimidin-2-yl)-1,4-diazepan-1-yl)prop-2-en-1-one